C(=C)[B-](F)(F)F.[K+] Potassium Vinyltrifluoroborate